3-cyclohexylprop-2-en-1-ol C1(CCCCC1)C=CCO